N-(6-chloro-2-((2,6-dimethoxyphenyl)amino)pyridin-3-yl)-6-ethoxypyridinecarboxamide ClC1=CC=C(C(=N1)NC1=C(C=CC=C1OC)OC)NC(=O)C1=NC(=CC=C1)OCC